NC1=CC=C(C=C1)N=NC1=CC=C(C=C1)S(=O)(=O)O 2-amino-5-((4-sulfophenyl)azo)-benzene